(2S)-2-[4-chloro-2-(1,1-difluoropropyl)phenoxy]propionic acid ClC1=CC(=C(O[C@H](C(=O)O)C)C=C1)C(CC)(F)F